6-chloro-7-(2-cyclopropylphenyl)-1-(2,6-diethylphenyl)-4-((2S)-2-methyl-4-(2-propenoyl)-1-piperazinyl)pyrido[2,3-d]pyrimidin-2(1H)-one ClC1=CC2=C(N(C(N=C2N2[C@H](CN(CC2)C(C=C)=O)C)=O)C2=C(C=CC=C2CC)CC)N=C1C1=C(C=CC=C1)C1CC1